FC(C1=CN=CC(=N1)C=1C=CC(=NC1)C(=O)O)(F)F 5-(6-(Trifluoromethyl)pyrazin-2-yl)picolinic acid